7-((2S)-2-(1-cyclopropyl-1H-pyrazol-4-yl)-4-morpholinyl)-2-methylpyrido[3,4-b]pyrazine C1(CC1)N1N=CC(=C1)[C@H]1CN(CCO1)C1=CC=2C(=NC=C(N2)C)C=N1